ClC=1C(=C2N=C(N=C3C2=C(CC[C@H]2COCCCN32)N1)OC[C@]13CCCN3[C@@H](CC1)CF)F (S)-2-chloro-1-fluoro-12-(((3S,7aS)-3-(fluoromethyl)tetrahydro-1H-pyrrolizin-7a(5H)-yl)methoxy)-4,5,5a,6,9,10-hexahydro-8H-7-oxa-3,10a,11,13-tetraazanaphtho[1,8-ab]heptalene